N-tert-butyl-3-[[5-methyl-2-[4-(2-pyrrolidin-1-ylethoxy)anilino]pyrimidin-4-yl]amino]benzenesulfonamide C(C)(C)(C)NS(=O)(=O)C1=CC(=CC=C1)NC1=NC(=NC=C1C)NC1=CC=C(C=C1)OCCN1CCCC1